5-[[2-[(2R,5S)-2-(benzothiophen-5-yl)-5-methyl-1-piperidyl]-2-oxo-acetyl]amino]-2-methoxy-pyridine-3-carboxamide S1C=CC2=C1C=CC(=C2)[C@@H]2N(C[C@H](CC2)C)C(C(=O)NC=2C=C(C(=NC2)OC)C(=O)N)=O